ClC1=CC(=C(C=C1C(F)(F)F)NC(C(F)(F)F)=O)[N+](=O)[O-] N-(4-chloro-2-nitro-5-(trifluoromethyl)phenyl)-2,2,2-trifluoroacetamide